2-methyl-7-fluoroimidazo[1,2-c]quinazolin-5(6H)-one CC=1N=C2N(C(NC=3C(=CC=CC23)F)=O)C1